(1S,2S)-N-(6-(((3-cyclopropylquinolin-6-yl)methyl)amino)pyrimidin-4-yl)-2-(4-methylpyrimidin-2-yl)cyclopropane-1-carboxamide C1(CC1)C=1C=NC2=CC=C(C=C2C1)CNC1=CC(=NC=N1)NC(=O)[C@@H]1[C@H](C1)C1=NC=CC(=N1)C